CC[C@@H]1[C@H](C2=CC3=C(C(=C([N-]3)C=C4[C@H]([C@@H](C(=N4)C5=C6C(=C(C(=CC1=N2)[N-]6)C)C(=O)[C@@H]5C(=O)OC)CCC(=O)OC/C=C(\C)/CCC[C@H](C)CCC[C@H](C)CCCC(C)C)C)C)C(=O)C)C.[Mg+2] bacteriochlorophyll a